3-(5-(4-((4-benzhydrylpiperidin-1-yl)methyl)pyridin-2-yl)-1-oxoisoindolin-2-yl)piperidine-2,6-dione C(C1=CC=CC=C1)(C1=CC=CC=C1)C1CCN(CC1)CC1=CC(=NC=C1)C=1C=C2CN(C(C2=CC1)=O)C1C(NC(CC1)=O)=O